(7S)-9-(2,6-difluorophenyl)-3,7-dimethyl-13-oxa-18-thia-2,4,5,8-tetrazatetracyclo[8.8.0.02,6.011,17]octadeca-1(10),3,5,8,11(17)-pentaen-16-ol FC1=C(C(=CC=C1)F)C1=N[C@H](C2=NN=C(N2C=2SC=3C(CCOCC3C12)O)C)C